FC1=C(C=C2C(CCN3C2=C1CCC3)=O)F 8,9-difluoro-2,3,6,7-tetrahydro-1h,5h-pyrido[3,2,1-ij]quinolin-1-one